C1(=CC=CC=C1)P(=O)(ON)C1=CC=CC=C1 O-(DIPHENYLPHOSPHINYL)HYDROXYL-AMINE